C(C)(C)(C)OC(N(CC=1OC(=NN1)C=1C(=NC=CC1)NC1=CC=C(C=C1)C(F)(F)F)C)=O N-methyl-N-[[5-[2-[4-(trifluoromethyl)anilino]-3-pyridinyl]-1,3,4-oxadiazol-2-yl]methyl]carbamic acid tert-butyl ester